N,2-dimethyl-2-methylpropionamide CNC(C(C)(C)C)=O